Cl.C(C)(=O)C1=NC=C2N1C=CC(=C2)C(=O)NC2=CC1=C(C=N2)C=C(N1)[C@@H]1N(CCC1)C 3-acetyl-N-[2-[(2R)-1-methylpyrrolidin-2-yl]-1H-pyrrolo[3,2-c]pyridin-6-yl]imidazo[1,5-a]pyridine-7-carboxamide hydrochloride